C[C@@H]1N(CC1)C(=O)O[C@H]1C[C@H](CC1)C1=CC(=NN1)NC(=O)C1=CC=NN1CCOC (1R,3S)-3-[3-({[1-(2-meth-oxyethyl)-1H-pyrazol-5-yl]carbonyl}amino)-1H-pyrazol-5-yl]cyclopentyl (2S)-2-methylazetidine-1-carboxylate